1-[4-(3-chloro-2-methylphenyl)piperidin-1-yl]-2-{3-[(2R,6S)-2,6-dimethylmorpholine-4-carbonyl]-5,6-dihydrocyclopenta[c]pyrazol-1(4H)-yl}ethan-1-one ClC=1C(=C(C=CC1)C1CCN(CC1)C(CN1N=C(C2=C1CCC2)C(=O)N2C[C@H](O[C@H](C2)C)C)=O)C